1-[(4-fluorophenyl)methyl]-3-{[2-hydroxy-4-(2-methylpropyloxy)phenyl]methyl}-1-(1-methylpiperidin-4-yl)urea FC1=CC=C(C=C1)CN(C(=O)NCC1=C(C=C(C=C1)OCC(C)C)O)C1CCN(CC1)C